{4-[(14-azido-3,6,9,12-tetraoxatetradecan-1-yl)oxy]phenyl}(4-chlorophenyl)methanol N(=[N+]=[N-])CCOCCOCCOCCOCCOC1=CC=C(C=C1)C(O)C1=CC=C(C=C1)Cl